FC(CN1N=CC(=C1)NC1=C(C=NC2=CC=C(C=C12)C1=CN=CS1)C(=O)NC[C@H](C(C)(C)O)F)F (R)-4-((1-(2,2-difluoroethyl)-1H-pyrazol-4-yl)amino)-N-(2-fluoro-3-hydroxy-3-methylbutyl)-6-(thiazol-5-yl)quinoline-3-carboxamide